N-(8-fluoro-2-methyl-imidazo[1,2-a]pyridin-6-yl)-8-[(3R,4R)-3-fluoro-4-piperidyl]quinoxaline-5-carboxamide FC=1C=2N(C=C(C1)NC(=O)C=1C=3N=CC=NC3C(=CC1)[C@@H]1[C@H](CNCC1)F)C=C(N2)C